C(C)(C)(C)C1=CC=C(C=C1)NC(=O)C=1N(C2=CC=C(C=C2C1)NC(C1=C(C=CC(=C1)CNC(C(C)C)=O)Cl)=O)C(C)C N-(4-(tert-butyl)phenyl)-5-(2-chloro-5-(isobutyrylaminomethyl)benzoylamino)-1-isopropyl-1H-indole-2-carboxamide